BrC=1C(=NN(C1)CCO[Si](C)(C)C(C)(C)C)C 4-bromo-1-(2-((tert-butyldimethylsilyl)oxy)ethyl)-3-methyl-1H-pyrazole